CN(CCC(=O)N1CCC(CC1)C=1C=C2C(=C(NC2=CC1)C1=C2C(=NC=C1)NN=C2)C(C)C)C 3-(dimethylamino)-1-(4-(3-isopropyl-2-(1H-pyrazolo[3,4-b]pyridin-4-yl)-1H-indol-5-yl)piperidin-1-yl)propan-1-one